FC1=CC=CC=2C(=N[C@@H](C(NC21)=O)NC(=O)C=2C(=NN1C2N=CC=C1)C=1C=C2C(=NC1)NC=C2)C2=CC=CC=C2 N-[(3S)-9-Fluoro-2-oxo-5-phenyl-1,3-dihydro-1,4-benzodiazepin-3-yl]-2-(1H-pyrrolo[2,3-b]pyridin-5-yl)pyrazolo[1,5-a]pyrimidine-3-carboxamide